1-(4-(6,7-dimethoxyquinolin-3-yloxy)phenylcarbamoyl)cyclopropanecarboxylic acid COC=1C=C2C=C(C=NC2=CC1OC)OC1=CC=C(C=C1)NC(=O)C1(CC1)C(=O)O